N1=CN=CC2=C1CCC=N2 7,8-dihydropyrido[3,2-d]pyrimidine